tert-butyl 4-[2-(4-bromo-2-methoxyphenyl)-3-carbamoyl-2H-pyrazolo[4,3-b]pyridin-7-yl]piperidine-1-carboxylate BrC1=CC(=C(C=C1)N1N=C2C(N=CC=C2C2CCN(CC2)C(=O)OC(C)(C)C)=C1C(N)=O)OC